4-chloro-3-(trifluoromethyl)-1-((2-(trimethylsilyl)ethoxy)methyl)-1H-pyrazolo[4,3-c]Pyridine ClC1=NC=CC2=C1C(=NN2COCC[Si](C)(C)C)C(F)(F)F